[Si](C)(C)(C(C)(C)C)OCCCC=1C=CC=2C3=C(N(C2C1)C(=O)OC(C)(C)C)C=CN=C3 tert-butyl 7-(3-((tert-butyldimethylsilyl)oxy)propyl)-5H-pyrido[4,3-b]indole-5-carboxylate